[2-(methacryloylamino)ethyl]tri-methylammonium C(C(=C)C)(=O)NCC[N+](C)(C)C